(1R,2S,5S)-3-[N-(methoxycarbonyl)-3-methyl-L-valyl]-6,6-dimethyl-3-azabicyclo[3.1.0]hexane-2-carboxylic acid COC(=O)N[C@@H](C(C)(C)C)C(=O)N1[C@@H]([C@H]2C([C@H]2C1)(C)C)C(=O)O